3-(6-(2,6-diazaspiro[3.3]heptan-2-yl)pyridin-3-yl)-5-(trifluoromethyl)-1,2,4-oxadiazole TFA Salt OC(=O)C(F)(F)F.C1N(CC12CNC2)C2=CC=C(C=N2)C2=NOC(=N2)C(F)(F)F